ClC1=NN2C(C(=N1)N1[C@H](CCC1)C(=O)N)=CC=C2 (R)-1-(2-chloropyrrolo[2,1-f][1,2,4]triazin-4-yl)pyrrolidine-2-carboxamide